(S)-11-(3-chloro-4-fluorophenyl)-3-ethoxy-10-(trifluoromethyl)-3,4-dihydro-2H,6H-[1,4]thiazepino[2,3,4-ij]quinazoline-6,8(7H)-dione ClC=1C=C(C=CC1F)C1=C(C=C2C(NC(N3C2=C1SC[C@H](C3)OCC)=O)=O)C(F)(F)F